6-(6-(difluoromethoxy)pyridin-3-yl)-2-((5-(trifluoromethyl)pyridin-3-yl)methyl)pyridazin-3(2H)-one FC(OC1=CC=C(C=N1)C=1C=CC(N(N1)CC=1C=NC=C(C1)C(F)(F)F)=O)F